COC1=CC=C(CN2C=NC3=CC(=CC=C3C2)C(=O)[O-])C=C1 3-(4-methoxybenzyl)-3,4-dihydroquinazoline-7-carboxylate